COC(C1=CC(=NC=C1)SCC1=CC=CC=C1)=O 2-(benzylthio)isonicotinic acid methyl ester